C(C)OC(CCNC([C@H](CC(C)C)N1C(N=C(C(=C1)CCN1CC(C1)(C)F)C(C)C)=O)=O)=O 3-((S)-2-(5-(2-(3-fluoro-3-methylazetidin-1-yl)ethyl)-4-isopropyl-2-oxopyrimidin-1(2H)-yl)-4-methylpentanamido)propanoic acid ethyl ester